2-[4-[(E)-3-[3-[(4-Methylbenzoyl)amino]phenyl]prop-2-enoyl]phenoxy]propanoic acid CC1=CC=C(C(=O)NC=2C=C(C=CC2)/C=C/C(=O)C2=CC=C(OC(C(=O)O)C)C=C2)C=C1